2,2-difluoropropyl 2-amino-4-(2,4-dichloro-6-(2-(4-fluoro-1H-pyrazol-1-yl)ethoxy)phenyl)-5,7-dihydro-6H-pyrrolo[3,4-d]pyrimidine-6-carboxylate NC=1N=C(C2=C(N1)CN(C2)C(=O)OCC(C)(F)F)C2=C(C=C(C=C2OCCN2N=CC(=C2)F)Cl)Cl